OC=1C(=NC=CC1OC)C(=O)NC1(CC1)C1=NOC(=N1)C1=CC=CC=C1 3-hydroxy-4-methoxy-N-(1-(5-phenyl-1,2,4-oxadiazol-3-yl)cyclopropyl)picolinamide